tert-butyl N-[(9R,10E,13S)-3-(difluoromethyl)-9-methyl-8-oxo-3,4,7,16-tetraazatricyclo[12.3.1.02,6]octadeca-1(18),2(6),4,10,14,16-hexaen-13-yl]carbamate FC(N1C=2C=3C=NC=C([C@H](C/C=C/[C@H](C(NC2C=N1)=O)C)NC(OC(C)(C)C)=O)C3)F